OC(CN(CCCC(=O)OCCN1CCN(CC1)CCSSCCCN(CC(CCCCCCCCCCCC)O)CC(CCCCCCCCCCCC)O)CC(CCCCCCCC)O)CCCCCCCC 2-(4-(2-((3-(Bis(2-hydroxytetradecyl)amino)propyl)disulfaneyl)ethyl)piperazin-1-yl)ethyl 4-(bis(2-hydroxydecyl)amino)butanoate